NC1=NC=CC=C1C1=NC=2C(=NC(=CC2)N2N=CC=C2)N1C=1C=C2CC[C@@H](C2=CC1)NC(=O)N1CCOCC1 (S)-N-(5-(2-(2-aminopyridin-3-yl)-5-(1H-pyrazol-1-yl)-3H-imidazo[4,5-b]pyridin-3-yl)-2,3-dihydro-1H-inden-1-yl)morpholine-4-carboxamide